2,5-difluoro-4-nitrotoluene FC1=C(C)C=C(C(=C1)[N+](=O)[O-])F